FC(C1=CC=C(C2=CN(N=C12)C)C1=CC(=C(CN2C(C3=NC=CC=C3C2=O)([2H])[2H])C(=C1)F)F)F 6-(4-(7-(difluoromethyl)-2-methyl-2H-indazol-4-yl)-2,6-difluorobenzyl)-6,7-dihydro-5H-pyrrolo[3,4-b]pyridin-5-one-7,7-d2